C1(CC1)N1C=C(C(C2=C1N=C(N=C2)NC2=CC=C1C(CN(CC1=C2)C)(C)C)=O)C2=C(C=CC=C2Cl)Cl 8-cyclopropyl-6-(2,6-dichlorophenyl)-2-[(2,4,4-trimethyl-1,2,3,4-tetrahydroisoquinolin-7-yl)amino]pyrido[2,3-d]pyrimidin-5(8H)-one